[K].ClC=1C(=NN2C1CN(CC2)CC2=CC=C(C=C2)OC)CO (3-chloro-5-(4-methoxybenzyl)-4,5,6,7-tetrahydropyrazolo[1,5-a]pyrazin-2-yl)methanol Potassium